5-(4-(1-cyclopropyl-4-(trifluoromethyl)-1H-imidazol-2-yl)benzyl)-2-(4-cyclopropyl-6-methoxypyrimidin-5-yl)-[1,2,4]triazolo[1,5-c]pyrimidine C1(CC1)N1C(=NC(=C1)C(F)(F)F)C1=CC=C(CC2=NC=CC=3N2N=C(N3)C=3C(=NC=NC3OC)C3CC3)C=C1